(R)-N-((5-(1-cyclopentylethyl)-2,3-dihydro-1H-inden-4-yl)carbamoyl)-4-(2-hydroxypropan-2-yl)furan-2-sulfonamide C1(CCCC1)[C@@H](C)C=1C(=C2CCCC2=CC1)NC(=O)NS(=O)(=O)C=1OC=C(C1)C(C)(C)O